N-((3'-chloro-6-methoxybiphenyl-3-yl)methylene)-4-methylbenzenesulfonamide ClC=1C=C(C=CC1)C1=CC(=CC=C1OC)C=NS(=O)(=O)C1=CC=C(C=C1)C